naphtho[2,3-d]thiophen-3-ylboronic acid S1C=C(C2=C1C=C1C=CC=CC1=C2)B(O)O